BrC=1C=C(CNC=2N(C=C(N2)C2=CC=C(C=C2)OCC)C2=CC(=CC=C2)F)C=CC1C(F)(F)F N-(3-bromo-4-(trifluoromethyl)benzyl)-4-(4-ethoxyphenyl)-1-(3-fluorophenyl)-1H-imidazol-2-amine